C(CC)(=O)O.C(CC)(=O)O.C(CC)(=O)O.N(CCO)(CCO)CCO Triethanolamine tripropionate